2-(1-hydroxycyclopropyl)-3-azabicyclo[3.1.0]hexane-3-carboxylate OC1(CC1)C1C2CC2CN1C(=O)[O-]